tert-butyl N-[4-[[[4-(3-amino-6-chloro-pyridazin-4-yl)-1-phenyl-piperazine-2-carbonyl]amino]methyl]cyclohexyl]carbamate NC=1N=NC(=CC1N1CC(N(CC1)C1=CC=CC=C1)C(=O)NCC1CCC(CC1)NC(OC(C)(C)C)=O)Cl